7-methoxy-N-(2-methoxypyrimidin-4-yl)-4-methylquinazolin-2-amine COC1=CC=C2C(=NC(=NC2=C1)NC1=NC(=NC=C1)OC)C